NC1=NC=2C=CC(=CC2C2=C1[C@H](OC2)C)C(=O)N([C@@H]2COCC1=NC(=CC=C12)C(F)(F)F)C (3R)-4-amino-N,3-dimethyl-N-((5S)-2-(trifluoromethyl)-5,8-dihydro-6H-pyrano[3,4-b]pyridin-5-yl)-1,3-dihydrofuro[3,4-c]quinoline-8-carboxamide